C1(CCCCC1)C(=O)OC1=CC=C(C=C1)CNC1=C2C(N(C(=NC2=CC=C1)C)C1C(NC(CC1)=O)=O)=O 4-(((3-(2,6-dioxopiperidin-3-yl)-2-methyl-4-oxo-3,4-dihydroquinazolin-5-yl)amino)methyl)phenyl cyclohexanecarboxylate